CC=1C=C(CNC=2C=3N(C4=CC(=CC=C4N2)C(=O)OC)C=NC3)C=CC1C Methyl 4-((3,4-dimethylbenzyl)amino)imidazo[1,5-a]quinoxaline-8-carboxylate